CN(C(/C=C/CC[C@@H](C(=O)NC=1C(N(C=CC1)CC=1N(C2=C(C=CC=C2C1)CC(C)C)C(=O)OC(C)(C)C)=O)OC(=O)N1CCCC1)=O)C tert-butyl (S,E)-2-((3-(7-(dimethylamino)-7-oxo-2-((pyrrolidine-1-carbonyl)oxy)hept-5-enamido)-2-oxopyridin-1(2H)-yl)methyl)-7-isobutyl-1H-indole-1-carboxylate